1-(5-fluoro-1H-indol-1-yl)-2,2-dimethylpropan-1-one FC=1C=C2C=CN(C2=CC1)C(C(C)(C)C)=O